FC(C=1N=CN(C1)C1=NC=CC(=C1)CN)(F)F (2-(4-(trifluoromethyl)-1H-imidazol-1-yl)pyridin-4-yl)methylamine